2-amino-4-oxo-5-(o-tolyl)-4,5-dihydrofuran-3-yl phenylmethanesulfonate C1(=CC=CC=C1)CS(=O)(=O)OC1=C(OC(C1=O)C1=C(C=CC=C1)C)N